7-chloro-1,3-dihydrofuro[3,4-c]quinolin-4-amine ClC=1C=CC=2C3=C(C(=NC2C1)N)COC3